2-(2',5'-Difluoro-[1,1'-biphenyl]-4-yl)-N-methyl-N-(4-methyl-5-(S-methylsulfonimidoyl)thiazol-2-yl)acetamide FC1=C(C=C(C=C1)F)C1=CC=C(C=C1)CC(=O)N(C=1SC(=C(N1)C)S(=O)(=N)C)C